[Ca+2].CS(=O)(=O)[O-].CS(=O)(=O)[O-] methanesulfonic acid calcium salt